oxaborolone O1BC(C=C1)=O